di(trimethylsiloxy)silane C[Si](O[SiH2]O[Si](C)(C)C)(C)C